N-methyl-tetrahydro-1,4-oxazine CN1CCOCC1